C(#N)C=1C=CC(=C2C=CC=NC12)N1C[C@]2(C[C@]2(C1)C(F)(F)F)C(=O)NNC(=O)C1CCN(CC1)C([2H])([2H])[2H] (1R,5S)-3-(8-cyanoquinolin-5-yl)-N'-(1-(methyl-d3)piperidine-4-carbonyl)-5-(trifluoromethyl)-3-azabicyclo[3.1.0]hexane-1-carbohydrazide